C(C)(C)(C)C=1C=C(C#N)C=CC1OC1=NC=C(C=C1)N1C(NC=2C=NC=CC21)=O 3-tert-butyl-4-[[5-(2-oxo-3H-imidazo[4,5-c]pyridin-1-yl)-2-pyridinyl]oxy]benzonitrile